N-((3-fluoropyridin-2-yl)methyl)-2-(2-((2-(1-(2-methoxyethyl)-5-(pyridin-2-ylethynyl)-1H-benzo[d]imidazol-2-yl)ethyl)amino)ethyl)oxazole-4-carboxamide FC=1C(=NC=CC1)CNC(=O)C=1N=C(OC1)CCNCCC1=NC2=C(N1CCOC)C=CC(=C2)C#CC2=NC=CC=C2